isopropyl (5-(2-aminobenzo[d]thiazol-6-yl)pyridin-3-yl)(methyl)carbamate NC=1SC2=C(N1)C=CC(=C2)C=2C=C(C=NC2)N(C(OC(C)C)=O)C